4-cyclopropyl-2,2-dimethylpiperazine-1-carboxylic acid tert-butyl ester C(C)(C)(C)OC(=O)N1C(CN(CC1)C1CC1)(C)C